CN(CCN(C1=CC(=C(C=C1)NC=1N=C(C2=C(N1)NC=C2)NC=2C=CC=C1CCN(C21)S(=O)(=O)C)OC)C)C N2-(4-((2-(dimethylamino)ethyl)(methyl)amino)-2-methoxyphenyl)-N4-(1-(methylsulfonyl)indolin-7-yl)-7H-pyrrolo[2,3-d]pyrimidine-2,4-diamine